4-CYCLOPROPYL-3-(2-METHYL-2H-INDAZOL-4-YL)-N-(4-(TRIFLUOROMETHYL)PYRIDIN-2-YL)ISOTHIAZOLE-5-CARBOXAMIDE C1(CC1)C=1C(=NSC1C(=O)NC1=NC=CC(=C1)C(F)(F)F)C=1C2=CN(N=C2C=CC1)C